5-amino-7-(3-chlorophenyl)-3-(4-methoxyphenyl)-7H-thiazolo[3,2-a]pyrimidine-6-carbonitrile NC1=C(C(N=C2N1C(=CS2)C2=CC=C(C=C2)OC)C2=CC(=CC=C2)Cl)C#N